methyl 4'-[(4-bromophenyl) [2-(2-methoxyethoxy)ethyl]-S-aminosulfonimidoyl]-[1,1'-biphenyl]-4-carboxylate BrC1=CC=C(C=C1)NS(=O)(=NCCOCCOC)C1=CC=C(C=C1)C1=CC=C(C=C1)C(=O)OC